O=C(C(=O)OCC(F)(F)F)N1[C@@H](CC[C@H](C1)C)C=1N(N=CC1)C |r| 2,2,2-Trifluoroethyl 2-oxo-2-[rac-(2S,5R)-5-methyl-2-(2-methylpyrazol-3-yl)-1-piperidyl]acetate